N2-(3-(4-methoxypyridin-2-yl)-1,2,4-thiadiazol-5-yl)-N3-methyl-5-(trifluoromethyl)pyridine-2,3-diamine COC1=CC(=NC=C1)C1=NSC(=N1)NC1=NC=C(C=C1NC)C(F)(F)F